C(C=C)(=O)N1C[C@@](CC1)(C1=C(C(=CC=C1F)Cl)Cl)NC=1C=C2C(N(C=NC2=CC1F)C)=O (R)-6-((1-acryloyl-3-(2,3-dichloro-6-fluorophenyl)pyrrolidin-3-yl)amino)-7-fluoro-3-methylquinazolin-4(3H)-one